2-(1-(4-cyano-3-trifluoromethylphenyl)-1H-pyrazol-3-yl)-N-(4-cyanophenyl)acetamide C(#N)C1=C(C=C(C=C1)N1N=C(C=C1)CC(=O)NC1=CC=C(C=C1)C#N)C(F)(F)F